CC1=C(C(=CC(=C1)C(F)(F)F)C)N(N=C(C(=O)OC)CC)C(CN1N=C(N=C1)[N+](=O)[O-])=O methyl 2-{2-[2,6-dimethyl-4-(trifluoromethyl)phenyl]-2-[2-(3-nitro-1H-1,2,4-triazol-1-yl)acetyl]hydrazinylidene}butyrate